[I-].C(C)(C)(C)OC(CCC[N+]1(CCC(CC1)C(=O)OCC)C)=O 1-(4-(tert-butoxy)-4-oxobutyl)-4-(ethoxycarbonyl)-1-methylpiperidin-1-ium iodide